ClC1=NC=2C(CN(CC2C=C1)C(=O)OC(C)(C)C)OS(=O)(=O)C Tert-butyl 2-chloro-8-((methylsulfonyl)oxy)-7,8-dihydro-1,6-naphthyridin-6(5H)-carboxylate